CN(C1(CCC1)C1=CC=C(C=C1)B1OC(C(O1)(C)C)(C)C)C N,N-dimethyl-1-[4-(4,4,5,5-tetramethyl-1,3,2-dioxaborolan-2-yl)phenyl]cyclobutan-1-amine